(R)-2-((2,3-dihydro-1H-inden-1-yl)amino)pyrimidine-5-carbohydrazide [C@H]1(CCC2=CC=CC=C12)NC1=NC=C(C=N1)C(=O)NN